C(C)N([C@@H]1[C@H](CC(C1)(C)C)OC1OC(C2=CC=CC=C12)=O)CC (((1S,2S)-2-(diethylamino)-4,4-dimethylcyclopentyl)oxy)isobenzofuran-1(3H)-one